(E)-3-(cyclobutyl(methyl)amino)-N-((1,2,3,5,6,7-hexahydro-s-indacen-4-yl)carbamoyl)prop-1-ene-1-sulfonamide C1(CCC1)N(C/C=C/S(=O)(=O)NC(NC1=C2CCCC2=CC=2CCCC12)=O)C